FC=1C(=C(OC2=NC3=CC=CC=C3C=C2C=2NC=3C=CN=C(C3C(C2)=O)C(=O)N)C=CC1F)C 2-[2-(3,4-Difluoro-2-methyl-phenoxy)-3-quinolinyl]-4-oxo-1H-1,6-naphthyridine-5-carboxamide